OC(C(OCC)=N)(C)C([2H])([2H])[2H] ethyl 2-hydroxy-2-(methyl-d3)propanimidate